C(C)(C)(C)C1=NN=C(O1)C=1C(=NC(=NC1)NC1=CC(=C(C=C1)S(=O)(=O)C)Cl)N[C@H](CO)C1=CC=CC=C1 (2S)-2-[[5-(5-tert-butyl-1,3,4-oxadiazol-2-yl)-2-(3-chloro-4-methylsulfonyl-anilino)pyrimidin-4-yl]amino]-2-phenyl-ethanol